NC1=C2C(=NC=N1)N(N=C2C2=CC(=C(C=C2)OC(C)C)F)C(C)C=2OC1=CC=CC(=C1C(C2C2=CC(=CC=C2)F)=O)F (-)-2-(1-(4-amino-3-(3-fluoro-4-isopropoxyphenyl)-1H-pyrazolo[3,4-d]pyrimidin-1-yl)ethyl)-5-fluoro-3-(3-fluorophenyl)-4H-chromen-4-one